4-chloropentyl decyloxymethyl ether C(CCCCCCCCC)OCOCCCC(C)Cl